N-(1,1-dimethylsilinan-4-yl)-2-(2-fluorophenyl)-4H-pyrrolo[2,3-d]thiazole-5-carboxamide C[Si]1(CCC(CC1)NC(=O)C1=CC2=C(N=C(S2)C2=C(C=CC=C2)F)N1)C